OC1=C(C(=NC=C1)C(=N)N)NC1=CC=C(C=C1)C(F)(F)F hydroxy-3-[4-(trifluoromethyl)anilino]pyridine-2-carboxamidine